C1(=NC=CC2=CC=CC=C12)B(O)O 1-ISOQUINOLYLBORONIC ACID